C1(CC1)NC(=O)NC1=CC=CC2=C(C=CC=C12)OC1=NC=NC2=CC(=C(C=C12)OC)OC 1-cyclopropyl-3-(5-((6,7-dimethoxyquinazolin-4-yl)oxy)naphthalen-1-yl)urea